5-(8-((2S,2S)-2-(quinolin-3-yl)cyclopropyl)imidazo[1,2-b]pyridazin-6-yl)pyrimidine-2,4(1H,3H)-dione N1=CC(=CC2=CC=CC=C12)[C@@H]1C(C1)C=1C=2N(N=C(C1)C=1C(NC(NC1)=O)=O)C=CN2